4-(((1r,4r)-4-(bis(cyclopropylmethyl)amino)cyclohexyl)amino)-3-nitrobenzenesulfonamide C1(CC1)CN(C1CCC(CC1)NC1=C(C=C(C=C1)S(=O)(=O)N)[N+](=O)[O-])CC1CC1